1-(2-tert-butoxy-2-oxoethyl)-2-oxopiperidine-4-carboxylic acid methyl ester COC(=O)C1CC(N(CC1)CC(=O)OC(C)(C)C)=O